BrC=1N=C(C(=NC1Cl)N)OCCC(C(C)(O[Si](CC)(CC)CC)C1=CC=C(C=C1)F)(F)F 5-bromo-6-chloro-3-((3,3-difluoro-4-(4-fluorophenyl)-4-((triethylsilyl)oxy)pentyl)-oxy)pyrazin-2-amine